ClC1=NC2=CC(=CC=C2C(=N1)N(C1=CC=CC=C1)CC1CC1)[N+](=O)[O-] 2-chloro-N-(cyclopropylmethyl)-7-nitro-N-phenylquinazolin-4-amine